ClC1=NC2=CC(=C(C=C2C(=N1)N1CC=2C=C(C=NC2CC1)NC=1C(=NC=CC1)F)F)Cl 6-(2,7-dichloro-6-fluoro-quinazolin-4-yl)-N-(2-fluoro-3-pyridyl)-7,8-dihydro-5H-1,6-naphthyridin-3-amine